C1(=CC=CC=2CC3=C(CCC21)C=CC=C3)C3=CC=CC=2CC1=C(CCC23)C=CC=C1 10,10',11,11'-tetrahydro-bi-5H-dibenzo[a,d]cycloheptene